OCP(CO)CO tri(hydroxymethyl)phosphine